ClC=1C(=CC(=NC1)N1N=C(C=C1C)C)NC1=CC2=C(N(C(N2CCC(C)(C)O)=O)C)C=C1 5-((5-Chloro-2-(3,5-dimethyl-1H-pyrazol-1-yl)pyridin-4-yl)amino)-3-(3-hydroxy-3-methylbutyl)-1-methyl-1,3-dihydro-2H-benzo[d]imidazol-2-on